6-methoxy-3-methylisoquinoline COC=1C=C2C=C(N=CC2=CC1)C